NC1=CC=C(C(=C1C(=O)N(C)C)F)C=1C(=C2C(=NC1)NC[C@]21C[C@@H](CC1)N1N=CC(=C1N)C)Cl 6-Amino-3-((1R,3R)-3-(5-amino-4-methyl-1H-pyrazol-1-yl)-4'-chloro-1',2'-dihydrospiro[cyclopentane-1,3'-pyrrolo[2,3-b]pyridin]-5'-yl)-2-fluoro-N,N-dimethylbenzamide